COC(C1=C(C=CC=C1)CC1=NC2=C(N1C=1C=C3CCC(NC3=CC1)=O)C=CC(=C2)C(NC)=O)=O 2-[[5-(methylcarbamoyl)-1-(2-oxo-3,4-dihydro-1H-quinolin-6-yl)benzimidazol-2-yl]methyl]benzoic acid methyl ester